NC1=NC(=NC(=N1)OC1=CC(=C(C=C1)N)[N+](=O)[O-])NC1=CC=C(C=C1)S(=O)(=O)N 4-((4-amino-6-(4-amino-3-nitrophenoxy)-1,3,5-triazin-2-yl)amino)benzenesulfonamide